FC(C(=O)O)(F)F.NC=1N=CC(=NC1C1=NN(C=C1)C)C=1C=C(C=CC1C([2H])([2H])[2H])S(=O)(=O)NC12CCC(C1)(C2)C#N 3-(5-Amino-6-(1-methyl-1H-pyrazol-3-yl)pyrazin-2-yl)-N-(4-cyanobicyclo[2.1.1]hexan-1-yl)-4-(methyl-d3)benzenesulfonamide Trifluoroacetate Salt